ClC=1C=C2C=NC(N3C2=C(C1C1=C(C=C(C=C1)F)F)SCC3C)=O 9-chloro-10-(2,4-difluorophenyl)-3-methyl-2H-[1,4]thiazino[2,3,4-ij]quinazolin-5(3H)-one